N-methyl-N-(1-(3-(trifluoromethyl)phenoxy)-2,3-dihydro-1H-inden-5-yl)acrylamide CN(C(C=C)=O)C=1C=C2CCC(C2=CC1)OC1=CC(=CC=C1)C(F)(F)F